FC1CC2(CC(CN2C1)=C)C(=O)OC methyl 2-fluoro-6-methylene-tetrahydro-1H-pyrrolizine-7a-carboxylate